1-cyclopropyl-6,7-difluoro-1,4-dihydro-4-oxo-3-quinolinecarboxylic acid C1(CC1)N1C=C(C(C2=CC(=C(C=C12)F)F)=O)C(=O)O